octyltin dilaurate C(CCCCCCCCCCC)(=O)[O-].C(CCCCCCCCCCC)(=O)[O-].C(CCCCCCC)[Sn+2]